tert-butyl 3-(7-bromo-2,6-dichloro-8-fluoro-5-methylquinazolin-4-yl)-3,8-diazabicyclo[3.2.1]octane-8-carboxylate BrC1=C(C(=C2C(=NC(=NC2=C1F)Cl)N1CC2CCC(C1)N2C(=O)OC(C)(C)C)C)Cl